2'-chloro-6-fluoro-5-(2-methoxyethoxy)-5'-(2-(((1r,4r)-4-(morpholine-4-carbonyl)cyclohexyl)amino)-1-phenylethyl)-[1,1'-biphenyl]-2-carboxamide ClC1=C(C=C(C=C1)C(CNC1CCC(CC1)C(=O)N1CCOCC1)C1=CC=CC=C1)C=1C(=CC=C(C1F)OCCOC)C(=O)N